ClC=1C=C(COC(=O)N[C@H](C(=O)NC(C(=O)OC)CC2C(NC3(C2)CCN(CC3)S(=O)(=O)C)=O)CC3CCCCC3)C=CC1 methyl 2-((S)-2-((((3-chlorobenzyl)oxy)carbonyl)amino)-3-cyclohexylpropanamido)-3-(8-(methylsulfonyl)-2-oxo-1,8-diazaspiro[4.5]decan-3-yl)propanoate